2,4-dimethyl-6-(1-methyl-pentadecyl)-phenol CC1=C(C(=CC(=C1)C)C(CCCCCCCCCCCCCC)C)O